NCCC[Si](OCC)(OCC)OCC 3-aminopropyltriethoxy-silane